2-(2-(2-isobutylphenyl)-4-(4-methoxybenzyl)piperazin-1-yl)-7-azaspiro[3.5]nonane C(C(C)C)C1=C(C=CC=C1)C1N(CCN(C1)CC1=CC=C(C=C1)OC)C1CC2(C1)CCNCC2